triallylplatinum C(C=C)[Pt](CC=C)CC=C